2-FLUORO-6-METHYLPYRIDINE-3-BORONIC ACID FC1=NC(=CC=C1B(O)O)C